N-(4-((2-(2,6-dioxopiperidin-3-yl)-1,3-dioxo-2,3-dihydro-1H-benzo[de]isoquinolin-5-yl)oxy)butyl)acetamide O=C1NC(CCC1N1C(C2=CC=CC=3C2=C(C1=O)C=C(C3)OCCCCNC(C)=O)=O)=O